CNC.CNC.CNC.[P] phosphorus tris(dimethylamine)